(R)-2-(1,3-dioxoisoindolin-2-yl)propionyl chloride O=C1N(C(C2=CC=CC=C12)=O)[C@@H](C(=O)Cl)C